3-methylimidazo[2,1-b][1,3]thiazole-2-carboxylic acid CC=1N2C(SC1C(=O)O)=NC=C2